3-(3-chloro-4-((1S,2S)-2-(5-chloropyridin-3-yl)cyclopropyl)-3'-fluoro-5',6-dimethyl-2-oxo-2H-[1,4'-bipyridin]-2'-yl)-2-fluorobenzoic acid ClC=1C(N(C(=CC1[C@@H]1[C@H](C1)C=1C=NC=C(C1)Cl)C)C1=C(C(=NC=C1C)C=1C(=C(C(=O)O)C=CC1)F)F)=O